C(C)(C)(C)OC(=O)N1N=C(C2=C(C1=O)C(=NC(=C2)Br)N(C([2H])([2H])[2H])C(=O)OC(C)(C)C)CNC(=O)OC(C)(C)C 7-Bromo-5-((tert-butoxycarbonyl)(methyl-d3)amino)-1-(((tert-butoxycarbonyl)amino)methyl)-4-oxopyrido[3,4-d]pyridazine-3(4H)-carboxylic acid tert-butyl ester